FC1=CC=C(C=C1)C=1C=C(N(N1)C1CN(CC1)C(=O)OC(C)(C)C)C1=NN(C=C1)C tert-butyl 3-(5'-(4-fluorophenyl)-1-methyl-1H,2'H-[3,3'-bipyrazol]-2'-yl)pyrrolidine-1-carboxylate